CN1C=C(C=CC1=O)C1CN(CCC1)C1=CC=CC=N1 6-(3-(1-methyl-6-oxo-1,6-dihydropyridin-3-yl)piperidin-1-yl)pyridin